F[C@H]1CN(C[C@H]([C@H]1O)OC)C1=NC=CC(=N1)NC=1N=CC2=C(C=CC(=C2C1)C(C)C)N1[C@@H]([C@H](C1)CS(=O)(=O)C)C (3S,4R,5R)-3-fluoro-1-(4-((5-isopropyl-8-((2R,3S)-2-methyl-3-((methylsulfonyl)meth-yl)azetidin-1-yl)isoquinolin-3-yl)amino)pyrimidin-2-yl)-5-methoxypiperidin-4-ol